FC(C1=CC=C(C=C1)S(=O)(=O)NC1=CC=C(C=C1)C=1C=CC=2N(N1)C(=CN2)C=2OC(=CC2)C)(F)F 4-trifluoromethyl-N-(4-(3-(5-methylfuran-2-yl)imidazo[1,2-b]pyridazin-6-yl)phenyl)benzenesulfonamide